methyl 4-(5-amino-3-oxo-4-((((phenyl-d5)methyl-d2)sulfonyl)oxy)-2,3-dihydrofuran-2-yl)benzoate NC1=C(C(C(O1)C1=CC=C(C(=O)OC)C=C1)=O)OS(=O)(=O)C([2H])([2H])C1=C(C(=C(C(=C1[2H])[2H])[2H])[2H])[2H]